Aluminum oxid [O-2].[Al+3].[O-2].[O-2].[Al+3]